2-(dichloromethyl)-6-fluoroimidazo[1,2-a]pyridine ClC(C=1N=C2N(C=C(C=C2)F)C1)Cl